(1-methyl-1H-pyrazol-4-yl)piperazin-2-one hydrochloride Cl.CN1N=CC(=C1)N1C(CNCC1)=O